FC=1C(=C(C=O)C=CC1OC1=NC=CC=N1)O 3-fluoro-2-hydroxy-4-(pyrimidin-2-yloxy)benzaldehyde